[C@H]1(OCCC=2C1=CN=CC2)[C@H]2O[C@H]([C@@H]([C@@H]2O)O)N2C=CC1=C2N=CN=C1C (2S,3S,4R,5R)-2-((R)-3,4-dihydro-1H-pyrano[3,4-c]pyridin-1-yl)-5-(4-methyl-7H-pyrrolo[2,3-d]pyrimidin-7-yl)tetrahydrofuran-3,4-diol